tert-Butyl 4-([2-[6-oxo-5-(trifluoromethyl)-1-[[2-(trimethylsilyl)ethoxy]methyl]-1,6-dihydropyridazin-4-yl]-2,3-dihydro-1H-isoindol-5-yl]oxy)piperidine-1-carboxylate O=C1C(=C(C=NN1COCC[Si](C)(C)C)N1CC2=CC=C(C=C2C1)OC1CCN(CC1)C(=O)OC(C)(C)C)C(F)(F)F